((tert-Butoxycarbonyl)amino)-2,4-dichlorobenzoic acid methyl ester COC(C1=C(C(=C(C=C1)Cl)NC(=O)OC(C)(C)C)Cl)=O